BrC1=C2C=NNC2=C(C(=C1Cl)F)NCC 4-bromo-5-chloro-N-ethyl-6-fluoro-1H-indazol-7-amine